(E)-N-(2,6-dioxopiperidin-3-yl)-3-(6-(4-(5-(4-(4-(3-(pyridin-3-yl)acrylamido)butyl)piperidine-1-carbonyl)pyridin-2-yl)piperazin-1-yl)hexyl)benzamide O=C1NC(CCC1NC(C1=CC(=CC=C1)CCCCCCN1CCN(CC1)C1=NC=C(C=C1)C(=O)N1CCC(CC1)CCCCNC(\C=C\C=1C=NC=CC1)=O)=O)=O